C(C1=CC=CC=C1)OC1=C(C(=CC(=C1)C(F)F)O)C(=O)N1CC2=C(C=C(C=C2CC1)OCCN(C)C)N[C@H]1COCC1 (R)-(2-(benzyloxy)-4-(difluoromethyl)-6-hydroxyphenyl)(6-(2-(dimethylamino)ethoxy)-8-((tetrahydrofuran-3-yl)amino)-3,4-dihydroisoquinolin-2(1H)-yl)methanone